BrC1=CC2=C(S1)C=CC=C2 2-bromo-benzo[b]thiophene